2-(3,5-Dibromopyridine-4-yloxy)ethylamine dihydrochloride Cl.Cl.BrC=1C=NC=C(C1OCCN)Br